Methylsulfoxide phosphorus [P].CS(=O)C